(trans)-3-(3-fluorophenyl)cyclobutan-1-amine FC=1C=C(C=CC1)[C@@H]1C[C@H](C1)N